3-ethyl-3-((vinyloxy)methyl)oxetanebenzoic acid cyclopropylmethyl ester C1(CC1)COC(C1=CC=CC=C1C1OCC1(COC=C)CC)=O